CN1C(N(CC=2C1=NC(=NC2)NC2=CC=C(C=C2)N2CCN(CC2)C)C2CCNC1=CC=CC=C21)=O 1-methyl-7-[4-(4-methylpiperazin-1-yl)anilino]-3-(1,2,3,4-tetrahydroquinolin-4-yl)-4H-pyrimido[4,5-d]pyrimidin-2-one